(R)-8-(4-acryloylpiperazin-1-yl)-3-(benzyloxy)-l-1-(4-fluorophenyl)-10-(trifluoromethyl)-3,4-dihydro-2H,6H-[1,4]thiazepino[2,3,4-ij]quinazolin-6-one C(C=C)(=O)N1CCN(CC1)C1=NC(N2C3=C(C=C(C=C13)C(F)(F)F)S(C[C@H](C2)OCC2=CC=CC=C2)C2=CC=C(C=C2)F)=O